CN(C(=O)NC1=CC(=NC=C1)NC=1SC2=NC(=CC=C2N1)C1=CC=NC=C1)C 1,1-dimethyl-3-(2-((5-(pyridin-4-yl)thiazolo-[5,4-b]pyridin-2-yl)-amino)pyridin-4-yl)urea